1,3-dimethyl-propenyl-urea CC(=CCC)NC(=O)N